5-Cyclopropyl-3-(methylsulfonyl)-1,2,4-triazine C1(CC1)C=1N=C(N=NC1)S(=O)(=O)C